N1(N=CC=C1)C1=NC(=NC(=N1)N1N=CC=C1)N1CCNC2(COC2)C1 8-(4,6-di(1H-pyrazol-1-yl)-1,3,5-triazin-2-yl)-2-oxa-5,8-diazaspiro[3.5]nonane